ClC=1C=C(C=C(C1C=C1CCNCC1)OC)C1=CN(C(C2=CN=CC=C12)=O)C 4-[3-chloro-5-methoxy-4-(4-piperidylidenemethyl)phenyl]-2-methyl-2,7-naphthyridin-1-one